CS(=O)(=O)[O-].C1(OC=CC=2C1=CN1C=C3C(N=C4C=CC=CC4=C3)=C1C2)[NH3+] pyrano[3',4':6,7]indolizino[1,2-b]quinolin-1-aminium methanesulfonate